2-(4-methylphenyl)benzofuran-3-carboxylic acid CC1=CC=C(C=C1)C=1OC2=C(C1C(=O)O)C=CC=C2